ClC=1C(=NC=C(C(=O)N(C)[C@@H]2C=3C4=C(C(NC3CNC2)=O)C=C(C(=C4)F)F)C1)C(F)(F)F (R)-5-chloro-N-(8,9-difluoro-6-oxo-1,2,3,4,5,6-hexahydrobenzo[c][1,7]naphthyridin-1-yl)-N-methyl-6-(trifluoromethyl)nicotinamide